1-bromo-2-fluoro-3-methyl-5-Nitrobenzene BrC1=C(C(=CC(=C1)[N+](=O)[O-])C)F